4-chloro-7-((5-(4-hydroxypiperidin-1-yl)pyridin-2-yl)amino)-3-methyl-1-oxoisoindoline-2-carboxylic acid tert-butyl ester C(C)(C)(C)OC(=O)N1C(C2=C(C=CC(=C2C1C)Cl)NC1=NC=C(C=C1)N1CCC(CC1)O)=O